4-[(2R)-3-(3,4-dihydro-1H-isoquinolin-2-yl)-2-hydroxypropyl]-8-(3,4-dihydro-1H-pyrrolo[1,2-a]pyrazin-2-ylmethyl)-2,3-dihydro-1,4-benzoxazepin-5-one C1N(CCC2=CC=CC=C12)C[C@H](CN1CCOC2=C(C1=O)C=CC(=C2)CN2CC=1N(CC2)C=CC1)O